C(C)(C)C1=CN=C2N1N=C(C=C2NCC2=CC(=CC=C2)C(F)(F)F)SC2CCNCC2 3-isopropyl-6-(piperidin-4-ylthio)-N-(3-(trifluoromethyl)benzyl)imidazo[1,2-b]pyridazin-8-amine